COC1=CC2=CC(=CC=C2C=C1)O[Si](C)(C)C 2-methoxy-7-[(trimethylsilyl)oxy]naphthalene